FC=1C(=NC(=NC1)N)C1=CC2=C(N(N=C2C(=C1)F)C)C(=C)C 5-fluoro-4-(2-methyl-3-isopropenyl-7-fluoro-2H-indazol-5-yl)pyrimidin-2-amine